2,2',2''-((((nitrilotris(methylene))tris(benzofuran-4,2-diyl))tris(methylene))tris(oxy))tris(2-(pyrrolidin-3-yl)acetic acid) N(CC1=CC=CC2=C1C=C(O2)COC(C(=O)O)C2CNCC2)(CC2=CC=CC1=C2C=C(O1)COC(C(=O)O)C1CNCC1)CC1=CC=CC2=C1C=C(O2)COC(C(=O)O)C2CNCC2